C(C)(C)[C@H]1CC[C@H](CC1)NC(C1=CC(=CC(=C1)NC(=O)[C@@H]1CC[C@@H](CC1)C(C)C)NC(=O)[C@@H]1CC[C@@H](CC1)C(C)C)=O N-(cis-4-Isopropylcyclohexyl)-3,5-bis-[cis-4-isopropylcyclohexylcarbonylamino]-benzamid